BrC=1C=C2C(N(C(=NN2C1)CN(C(OC(C)(C)C)=O)C1CC(C1)(C)O)C)=O tert-Butyl ((6-bromo-3-methyl-4-oxo-3,4-dihydropyrrolo[2,1-f][1,2,4]triazin-2-yl)methyl)((1r,3r)-3-hydroxy-3-methylcyclobutyl)carbamate